3-Bromo-1,4-dimethyl-1H-pyrazole BrC1=NN(C=C1C)C